FC=1C=C(C=NC1)C1=NC=2N(C(=N1)N)N=CC2C(C)C 2-(5-fluoro-3-pyridinyl)-8-isopropyl-pyrazolo[1,5-a][1,3,5]Triazin-4-amine